3-hydroxy-N-methoxy-N-methyl-5-(trifluoromethyl)benzamide OC=1C=C(C(=O)N(C)OC)C=C(C1)C(F)(F)F